3-(4-Chlorophenyl)-3-(7-(2-(cycloheptylamino)-2-oxoethoxy)naphthalen-2-yl)propanoic acid ClC1=CC=C(C=C1)C(CC(=O)O)C1=CC2=CC(=CC=C2C=C1)OCC(=O)NC1CCCCCC1